P(OC=S(=O)=O)([O-])=O sulfonylmethyl phosphonate